1-Boc-4-bromo-1H-pyrrolo[2,3-c]pyridine-2-carboxylic acid methyl ester COC(=O)C1=CC=2C(=CN=CC2Br)N1C(=O)OC(C)(C)C